(4-propenoylpiperazin-1-yl)-7-(5-amino-2,3,4-trifluorophenyl)-6-chloro-1-(2-isopropyl-4-methylpyridin-3-yl)-2-oxo-1,2-dihydro-1,8-naphthyridine-3-carbonitrile C(C=C)(=O)N1CCN(CC1)C1=C(C(N(C2=NC(=C(C=C12)Cl)C1=C(C(=C(C(=C1)N)F)F)F)C=1C(=NC=CC1C)C(C)C)=O)C#N